(S)-2-(3-((4-methyl-4H-1,2,4-triazol-3-yl)(2-oxaspiro[3.3]heptan-6-yl)methyl)phenyl)-6-(((1-methylcyclobutyl)amino)methyl)-4-(trifluoromethyl)isoindolin-1-one CN1C(=NN=C1)[C@H](C=1C=C(C=CC1)N1C(C2=CC(=CC(=C2C1)C(F)(F)F)CNC1(CCC1)C)=O)C1CC2(COC2)C1